[Cu].O1C(=CC=C1C=NO)C=NO 5-furandiformaldehyde dioxime copper